C(C)N1C(CNC2=CC=C(C=C12)C(=O)OC)=O methyl 4-ethyl-3-oxo-1,2,3,4-tetrahydroquinoxaline-6-carboxylate